2-(3-Chloro-5-fluorophenyl)-N-[(2S)-1-hydroxypropan-2-yl]-3-oxo-6-[6-(trifluoromethyl)pyridin-3-yl]-2,3-dihydropyridazine-4-carboxamide ClC=1C=C(C=C(C1)F)N1N=C(C=C(C1=O)C(=O)N[C@H](CO)C)C=1C=NC(=CC1)C(F)(F)F